5-[3-[(1S)-1-(6-chloropyridazin-3-yl)ethoxy]-1-methyl-pyrazolo[3,4-c]pyridazin-5-yl]-1H-pyrimidine-2,4-dione ClC1=CC=C(N=N1)[C@H](C)OC1=NN(C2=NN=C(C=C21)C=2C(NC(NC2)=O)=O)C